C(C)OCCOCCO Diethylenglycol Ethyl ether